C1(CC1)C=1N(N=C2CNCCC21)C 3-cyclopropyl-2-methyl-4,5,6,7-tetrahydro-2H-pyrazolo[3,4-c]pyridine